Menthan-7-ol C1(CCC(CC1)C(C)C)CO